6-((1-hydroxy-2-methylpropan-2-yl)amino)-N-(3-((1-methylcyclobutyl)sulfonyl)phenyl)-2-(6-azaspiro[2.5]oct-6-yl)nicotinamide OCC(C)(C)NC1=NC(=C(C(=O)NC2=CC(=CC=C2)S(=O)(=O)C2(CCC2)C)C=C1)N1CCC2(CC2)CC1